4-[2,2-dimethyl-3-(trifluoromethoxy)propanoyl]-3,5-dihydro-2H-pyrido[3,4-f][1,4]oxazepine-9-carbonitrile CC(C(=O)N1CCOC2=C(C1)C=NC=C2C#N)(COC(F)(F)F)C